C(C)N1C(NC2=CC(=CC=C2C1=S)CN1CCC(CC1)C=1C=CC(=NC1F)C(=O)NC)=O 5-(1-((3-ethyl-2-oxo-4-thioxo-1,2,3,4-tetrahydroquinazolin-7-yl)methyl)piperidin-4-yl)-6-fluoro-N-methylpicolinamide